C(C)(=O)OCCCCCCCCCCCC\C=C/CCCCCCCC (Z)-docosa-13-en-1-yl acetate